C(O[C@@H]1CN(CC[C@@H]1C=1C(=CC(=C2C(C=C(OC12)C1=C(C=CC=C1)Cl)=O)O)O)C)(OC)=O (3S,4R)-4-(2-(2-chlorophenyl)-5,7-dihydroxy-4-oxo-4H-chromen-8-yl)-1-methylpiperidin-3-yl methyl carbonate